1,3-diaminoisoindoline NC1NC(C2=CC=CC=C12)N